3-Diazopiperidin-2-one [N+](=[N-])=C1C(NCCC1)=O